BrC1=CC(=C(C=2CCC(C12)(F)F)C(=O)O)F 7-bromo-1,1,5-trifluoro-2,3-dihydro-1H-indene-4-carboxylic acid